COC=1C=C(CN2CCC3=CC=CC=C23)C=CC1 1-(3-methoxybenzyl)-indoline